Methyl (5-(pyridin-3-yl)-1H-benzo[d]imidazol-2-yl)carbamate N1=CC(=CC=C1)C1=CC2=C(NC(=N2)NC(OC)=O)C=C1